tert-butyl N-[2-[[4-(N-cyclopropyl-S-methyl-sulfonimidoyl)benzoyl]amino]-4-(4-fluorophenyl)phenyl]carbamate C1(CC1)N=S(=O)(C)C1=CC=C(C(=O)NC2=C(C=CC(=C2)C2=CC=C(C=C2)F)NC(OC(C)(C)C)=O)C=C1